(S)-2-hydroxy-N-(cis-3-(methyl(7H-pyrrolo[2,3-d]pyrimidine-4-yl)amino)cyclobutyl)propane-1-sulfonamide O[C@H](CS(=O)(=O)N[C@@H]1C[C@@H](C1)N(C=1C2=C(N=CN1)NC=C2)C)C